(S)-5-cyclopropyl-5-(3-(8,9-dichloro-1-methyl-1,2,4,5-tetrahydro-3H-benzo[d]azepin-3-yl)-3-oxopropyl)imidazolidine-2,4-dione C1(CC1)[C@]1(C(NC(N1)=O)=O)CCC(=O)N1CC(C2=C(CC1)C=CC(=C2Cl)Cl)C